3-cyclohexyl-5-(2,4-dihydroxybenzylidene)-1-methyl-2-thiohydantoin choline OCC[N+](C)(C)C.C1(CCCCC1)N1C(N(C(C1=O)=CC1=C(C=C(C=C1)O)O)C)=S